Perhydro-1,4:5,8-dimethanonaphthalene-2,3-dicarboxylic acid C12C(C(C(C3C4CCC(C13)C4)C2)C(=O)O)C(=O)O